ClC1=CC(=C(OC=2C(=C(C=NC2)B(O)O)C)C=C1)F [5-(4-chloro-2-fluoro-phenoxy)-4-methyl-3-pyridinyl]boronic acid